NC1=NC(=CC(=N1)C1=CC=C(C=C1)O)N 4-(2,6-diaminopyrimidin-4-yl)phenol